4-carbamoyl-4-{[6-(difluorophosphono-methyl)-naphthalene-2-carbonyl]-amino}-butyric acid C(N)(=O)C(CCC(=O)O)NC(=O)C1=CC2=CC=C(C=C2C=C1)CP(=O)(OF)OF